3-bromo-N-methyl-1-(4-(trifluoromethyl)phenyl)-1H-indole-5-sulfonamide BrC1=CN(C2=CC=C(C=C12)S(=O)(=O)NC)C1=CC=C(C=C1)C(F)(F)F